dioctadecyloxy-propyl-glycerol C(CCCCCCCCCCCCCCCCC)OC(C(C(O)CCC)O)(O)OCCCCCCCCCCCCCCCCCC